P(=O)#C[N+](CCOP(OCC(CO)O)(=O)O)(C)C phosphoryl-glycero-3-phosphorylcholine